1-Tert-butyl N-methyl-N-[[1-(3-methyl-2-oxo-1H-benzimidazol-4-yl)-4-piperidyl]methyl]carbamate CN(C(OC(C)(C)C)=O)CC1CCN(CC1)C1=CC=CC=2NC(N(C21)C)=O